Butyl 2-({[4-(diethylamino)butanoyl]oxy}methyl)-3-[(3-pentyloctanoyl)oxy]-2-{[(3-pentyloctanoyl)oxy]methyl}propyl hexanedioate C(CCCCC(=O)OCC(COC(CC(CCCCC)CCCCC)=O)(COC(CC(CCCCC)CCCCC)=O)COC(CCCN(CC)CC)=O)(=O)OCCCC